FC=1C=C(C=CC1F)S(=O)(=O)N1C2C=C(CC1CC2)C2=C1C(=NC(=C2)NC(=O)C2CC2)NC=C1 N-(4-(8-((3,4-difluorophenyl)sulfonyl)-8-azabicyclo[3.2.1]oct-2-en-3-yl)-1H-pyrrolo[2,3-b]pyridin-6-yl)cyclopropylcarboxamide